C(C)(C)(C)C1=CC=C(C=C1)C(S(=O)(=O)O)(I)C1=CC=C(C=C1)C(C)(C)C bis(4-tertiary butyl-phenyl)iodomethanesulfonic acid